ClC1=C(C=CC2=C1C(=NCC=1N2C=CC(N1)=O)C1=C(C=CC=C1F)F)C(F)(F)F 8-chloro-7-(2,6-difluorophenyl)-9-(trifluoromethyl)-5H-pyrimido[1,2-a][1,4]benzodiazepine-3-One